3-methoxyquinoxaline-5-carbonitrile COC=1C=NC=2C=CC=C(C2N1)C#N